6-(1-(4-amino-5-bromo-7H-pyrrolo[2,3-d]pyrimidin-7-yl)ethyl)-4-methoxy-2-oxo-1-phenyl-1,2-dihydropyridine-3-carbonitrile NC=1C2=C(N=CN1)N(C=C2Br)C(C)C2=CC(=C(C(N2C2=CC=CC=C2)=O)C#N)OC